[Pd].C1(=CC=CC=C1)P(C1=CC=CC=C1)C1=CC=CC=C1.C1(=CC=CC=C1)P(C1=CC=CC=C1)C1=CC=CC=C1.C1(=CC=CC=C1)P(C1=CC=CC=C1)C1=CC=CC=C1.C1(=CC=CC=C1)P(C1=CC=CC=C1)C1=CC=CC=C1 tetrakis(tri-phenylphosphane) palladium